COC1=C2C(=NC=C1)N(C=C2B(O)O)S(=O)(=O)C2=CC=C(C)C=C2 (4-methoxy-1-tosyl-1H-pyrrolo[2,3-b]pyridin-3-yl)boronic acid